C(C)N1C2=C([C@@H]([C@@H](C1=O)NC(C1=CC(=CC=C1)C(F)(F)F)=O)C1=CC=C(C=C1)F)C(=NN2C2=CC=CC=C2)C N-((4S,5S)-7-ethyl-4-(4-fluorophenyl)-3-methyl-6-oxo-1-phenyl-4,5,6,7-tetrahydro-1H-pyrazolo[3,4-b]pyridine-5-yl)-3-(trifluoromethyl)benzamide